N,N-Bis-[3-(methylamino)-propyl]-methylamin CNCCCN(CCCNC)C